6-bromo-2-(3,4-dimethoxyphenyl)-4-methyl-1H-benzo[d]imidazole BrC=1C=C(C2=C(NC(=N2)C2=CC(=C(C=C2)OC)OC)C1)C